5-methyl-1,3-cyclohexanedione CC1CC(CC(C1)=O)=O